3-(2-(2-Methyl-1-(propionyloxy)propoxy)-2,2-diphenylacetoxy)spiro[bicyclo[3.2.1]octane-8,1'-pyrrolidin]-8-ium formate C(=O)[O-].CC(C(OC(C(=O)OC1CC2CCC(C1)[N+]21CCCC1)(C1=CC=CC=C1)C1=CC=CC=C1)OC(CC)=O)C